3-(7-methyl-1-oxo-5-{4-[(1r,3r)-3-(piperidin-4-yloxy)cyclobutyl]piperazin-1-yl}-3H-isoindol-2-yl)piperidine-2,6-dione CC=1C=C(C=C2CN(C(C12)=O)C1C(NC(CC1)=O)=O)N1CCN(CC1)C1CC(C1)OC1CCNCC1